1,2-bis(4-pyridyl)hydrazine N1=CC=C(C=C1)NNC1=CC=NC=C1